NC=1SC(=C(C1C(=O)OC)C)C(NC1=C(C=CC=C1)C)=O Methyl 2-amino-4-methyl-5-[(2-methylphenyl)carbamoyl]thiophene-3-carboxylate